N-[1-[1-[2-[1-(6-chloro-2-pyridyl)-4-piperidyl]ethyl]-4,5,6,7-tetrahydroindazole-3-carbonyl]-4-piperidyl]acetamide ClC1=CC=CC(=N1)N1CCC(CC1)CCN1N=C(C=2CCCCC12)C(=O)N1CCC(CC1)NC(C)=O